2-(9,9-dimethyl-7-(9-phenyl-9H-carbazol-3-yl)-9H-fluoren-2-yl)-9,9-dimethyl-9H-fluorene-2,7-diamine CC1(C2=CC(=CC=C2C=2C=CC(=CC12)C1(CC=2C(C3=CC(=CC=C3C2C=C1)N)(C)C)N)C=1C=CC=2N(C3=CC=CC=C3C2C1)C1=CC=CC=C1)C